2-(4-chloro-3-fluorophenoxy)-N-(3-{[4-(1-methyl-1H-pyrazol-4-yl)pyrimidin-2-yl]amino}bicyclo[1.1.1]pentan-1-yl)acetamide ClC1=C(C=C(OCC(=O)NC23CC(C2)(C3)NC3=NC=CC(=N3)C=3C=NN(C3)C)C=C1)F